2-[(2,6-difluorobenzyl)(ethylpropoxycarbonyl)amino]-4-dimethylaminooxymethyl-5-(4-nitrophenyl)thiophene-3-carboxylic acid FC1=C(CN(C=2SC(=C(C2C(=O)O)CON(C)C)C2=CC=C(C=C2)[N+](=O)[O-])C(=O)OC(CC)CC)C(=CC=C1)F